OC(C(=O)[O-])S(=O)[O-] 2-hydroxy-2-sulfinatoacetate